N-[[(2R,5S)-2-[3-(4-chlorophenyl)phenyl]-3-oxo-1,4-thiazepan-5-yl]methyl]pyrimidine-5-carboxamide ClC1=CC=C(C=C1)C=1C=C(C=CC1)[C@H]1SCC[C@H](NC1=O)CNC(=O)C=1C=NC=NC1